3-(5-(Furan-2-yl)-1H-pyrazol-3-yl)pyridin-2-ol O1C(=CC=C1)C1=CC(=NN1)C=1C(=NC=CC1)O